1-(5-((4-methoxyphenyl)thio)-1H-imidazo[4,5-b]pyrazin-2-yl)-4-methylpiperidin-4-amine COC1=CC=C(C=C1)SC=1N=C2C(=NC1)NC(=N2)N2CCC(CC2)(N)C